6-(3-amino-1-(2-morpholinoacetyl)-1H-indazol-4-yl)-N-(4-fluoro-3-methylphenyl)-1-naphthamide hydrochloride Cl.NC1=NN(C2=CC=CC(=C12)C=1C=C2C=CC=C(C2=CC1)C(=O)NC1=CC(=C(C=C1)F)C)C(CN1CCOCC1)=O